FC(C)(F)C1=C(C=CC(=N1)N1CC2(C=3C=NC(=CC31)NC(C)=O)CC2)OC N-(1'-(6-(1,1-difluoroethyl)-5-methoxypyridin-2-yl)-1',2'-dihydrospiro[cyclopropane-1,3'-pyrrolo[3,2-c]pyridin]-6'-yl)acetamide